1-(7-(4-((2-fluoro-3-methyl-4-((1-methyl-1H-benzo[d]imidazol-5-yl)oxy)phenyl)amino)pyrido[3,2-d]pyrimidin-6-yl)-3-oxa-9-azabicyclo[3.3.1]nonan-9-yl)prop-2-en-1-one FC1=C(C=CC(=C1C)OC1=CC2=C(N(C=N2)C)C=C1)NC=1C2=C(N=CN1)C=CC(=N2)C2CC1COCC(C2)N1C(C=C)=O